methyl 1-methyl-4-(2-methyl-1-oxoisoindolin-5-yl)imidazo[1,2-a]quinoxaline-7-carboxylate CC1=CN=C2N1C1=CC=C(C=C1N=C2C=2C=C1CN(C(C1=CC2)=O)C)C(=O)OC